docosahexen-13-enoic acid C(C=CC=CC=CC=CC=CCC=CC=CCCCCCC)(=O)O